C(C)(C)(CC)C1=CC=C(OC(C)O)C=C1 p-tert-amyl-phenoxyethanol